2,2'-dimethyl-4,4'-(9H-fluoren-9-ylidene)bisphenol CC1=C(C=CC(=C1)C1(C2=CC=CC=C2C=2C=CC=CC12)C1=CC(=C(C=C1)O)C)O